C1(CCCCC1)CCC1N(CCC2=CC(=C(C=C12)OCC)OC)C=O 1-(2-cyclohexylethyl)-7-ethoxy-6-methoxy-3,4-di-hydroisoquinoline-2(1H)-formaldehyde